FC1=CC=C(C=C1)C=1C=C(C=NC1)CN1CCC2=CC=CC=C12 1-((5-(4-Fluorophenyl)pyridin-3-yl)methyl)indoline